(R)-6-chloro-3-((1-(2-cyano-3-(3,3-difluoro-4,4-dimethylpyrrolidin-1-yl)-7-methylquinoxalin-5-yl)ethyl)amino)picolinic acid ClC1=CC=C(C(=N1)C(=O)O)N[C@H](C)C1=C2N=C(C(=NC2=CC(=C1)C)C#N)N1CC(C(C1)(C)C)(F)F